FC(C(=O)O)(F)F.FC(O[C@H]1C[C@@]2(CCCN2C1)CO)(F)F ((2S,7aS)-2-(trifluoromethoxy)tetrahydro-1H-pyrrolizin-7a(5H)-yl)methanol trifluoroacetic acid salt